[3-(1H-indol-7-yl)cyclobutyl] (4-nitrophenyl) carbonate C(OC1CC(C1)C=1C=CC=C2C=CNC12)(OC1=CC=C(C=C1)[N+](=O)[O-])=O